N-(6-methylpyridin-3-yl)-4-nitrobenzenesulfonamide CC1=CC=C(C=N1)NS(=O)(=O)C1=CC=C(C=C1)[N+](=O)[O-]